B([O-])([O-])[O-].[Li+].C(C(=O)OF)(=O)OF.[Li+].[Li+] difluoro (oxalate) lithium borate